CNCCCCCCNC 1,6-di(methylamino)hexane